hydroxy-5'-cyanoacetophenone OCC(=O)C1=CC=CC(=C1)C#N